rac-5-((5-(5-Chloropyridin-2-yl)oxazol-2-yl)amino)-N-(2,3-dihydroxypropyl)picolinamide hydrochloride Cl.ClC=1C=CC(=NC1)C1=CN=C(O1)NC=1C=CC(=NC1)C(=O)NC[C@H](CO)O |r|